C(OCCCCBr)(OCCCCCCCCCC#C)=O 4-bromobutyl undec-10-yn-1-yl carbonate